4-oxo-6,7-dihydro-5H-pyrazolo[1,5-a]pyridine-5-carboxylic acid ethyl ester C(C)OC(=O)C1C(C=2N(CC1)N=CC2)=O